tert-butyl 3-[2-[2-[2-[2-[3-[2-(2,6-dioxo-3-piperidyl)-1-oxo-isoindolin-4-yl]prop-2-ynoxy]ethoxy]ethoxy]ethoxy]ethoxy]propanoate O=C1NC(CCC1N1C(C2=CC=CC(=C2C1)C#CCOCCOCCOCCOCCOCCC(=O)OC(C)(C)C)=O)=O